FC(C1=CN=C2N1N=C(C=C2)C2=CNC=1N=C(N=CC12)NCC=1C=NC(=CC1)N1CCN(CC1)C)F 5-(3-(difluoromethyl)imidazo[1,2-b]pyridazin-6-yl)-N-((6-(4-methylpiperazin-1-yl)pyridin-3-yl)methyl)-7H-pyrrolo[2,3-d]pyrimidin-2-amine